8-(1-(2,2-difluoroethyl)-3-methoxy-1H-pyrazolo[3,4-b]pyrazin-6-yl)-2-(2-(trifluoromethyl)pyridin-4-yl)-2,8-diazaspiro[4.5]decan-3-one FC(CN1N=C(C=2C1=NC(=CN2)N2CCC1(CC(N(C1)C1=CC(=NC=C1)C(F)(F)F)=O)CC2)OC)F